The molecule is a dipeptide formed from L-lysine and L-aspartic acid residues. It has a role as a metabolite. It derives from a L-lysine and a L-aspartic acid. C(CCN)C[C@@H](C(=O)N[C@@H](CC(=O)O)C(=O)O)N